(E)-4-methoxy-N-(3-((4-methoxyphenyl)amino)-2-methylcyclopent-2-en-1-ylidene)benzenaminium 4-methylbenzenesulfonate CC1=CC=C(C=C1)S(=O)(=O)[O-].COC1=CC=C(C=C1)/[NH+]=C\1/C(=C(CC1)NC1=CC=C(C=C1)OC)C